FC1(CC(C1)N1C=C2C=NC=3N(C2=CC1=O)N=CC3F)F 7-(3,3-difluorocyclobutyl)-3-fluoropyrazolo[1,5-a]pyrido[3,4-e]pyrimidin-8(7H)-one